CC=1C(=C2C=CNC2=C(C1)C)C[C@H]1[C@@H](CN(CC1)C)C=1C=NN(C1)C 5,7-dimethyl-4-(((3R,4R)-1-methyl-3-(1-methyl-1H-pyrazol-4-yl)piperidin-4-yl)methyl)-1H-indole